6-(3-Chloro-6-(difluoromethyl)-2-fluorophenyl)-N-(1-(1-(2-((S)-2-(((R)-3-hydroxypyrrolidin-1-yl)methyl)azetidin-1-yl)pyrimidin-5-yl)ethyl)-1H-pyrazol-4-yl)pyrazine-2-carboxamide ClC=1C(=C(C(=CC1)C(F)F)C1=CN=CC(=N1)C(=O)NC=1C=NN(C1)C(C)C=1C=NC(=NC1)N1[C@@H](CC1)CN1C[C@@H](CC1)O)F